tert-butyl (2S,5R)-4-(4-(difluoromethyl)-2-fluorobenzoyl)-2,5-dimethylpiperazine-1-carboxylate FC(C1=CC(=C(C(=O)N2C[C@@H](N(C[C@H]2C)C(=O)OC(C)(C)C)C)C=C1)F)F